Tert-butyl (2S,4S)-2-(3-benzyl-1,2,4-oxadiazol-5-yl)-4-phenylpyrrolidine-1-carboxylate C(C1=CC=CC=C1)C1=NOC(=N1)[C@H]1N(C[C@@H](C1)C1=CC=CC=C1)C(=O)OC(C)(C)C